2-(3-methyl-2-butenyl)-3,5,4'-trihydroxy-bibenzyl CC(=CCC1=C(C=C(C=C1O)O)CCC1=CC=C(C=C1)O)C